tert-butyl (S)-(1-(5-aminopyridin-3-yl)-2-ethoxyethyl)carbamate NC=1C=C(C=NC1)[C@@H](COCC)NC(OC(C)(C)C)=O